ClC1=C(CN2C3=NC=NC(=C3N=C2)N)C(=CC=C1)F 9-(2-chloro-6-fluorobenzyl)-9H-purin-6-amine